[C@@H]12[C@H]3C(OC([C@H]3[C@@H](C=C1)C2)=O)=O (1S,2R,6S,7R)-4-oxatricyclo[5.2.1.02,6]dec-8-en-3,5-dione